O=C(CCC(C(=O)N)(C)C)NC=1C=C2CC3(C(NC4=NC=CC=C43)=O)CC2=CC1 (2-oxo-2-((2'-oxo-1,1',2',3-tetrahydrospiro[indene-2,3'-pyrrolo[2,3-B]pyridin]-5-yl)amino)ethyl)pivalamide